6-bromo-8-fluoro-3-methyl-3,4-dihydro-4-quinazolinone BrC=1C=C2C(N(C=NC2=C(C1)F)C)=O